1,3,5-tris(4-methoxycarbonylphenyl)benzene S-methyl-4-[2-allyloxyethyl(methyl)amino]-4-methyl-pent-2-ynethioate CS=C(C#CC(C)(C)N(C)CCOCC=C)O.COC(=O)C1=CC=C(C=C1)C1=CC(=CC(=C1)C1=CC=C(C=C1)C(=O)OC)C1=CC=C(C=C1)C(=O)OC